C(#N)C=1C(=NC(=NC1C1=C(C=CC=C1)C)NS(=O)(=O)C=1C=NN(C1)C)OC1=CC=C(C=C1)C1CCN(CC1)C N-[5-cyano-4-[4-(1-methyl-4-piperidyl)phenoxy]-6-(o-tolyl)pyrimidin-2-yl]-1-methyl-pyrazole-4-sulfonamide